N-(7-(ethyl((2-(methylamino)pyrimidin-4-yl)methyl)amino)-7-oxoheptyl)-4-fluoro-N-isopropylbenzamide C(C)N(C(CCCCCCN(C(C1=CC=C(C=C1)F)=O)C(C)C)=O)CC1=NC(=NC=C1)NC